ClC1CSC2=CC=C(C=C2C1=O)Cl 3,6-dichloro-thiochroman-4-one